Methyl (S,Z)-2-(2-chlorophenyl)-2-(2-(2-methyl-2-butenoyloxy)-6,7-dihydrothieno[3,2-c]pyridin-5(4H)-yl)acetate ClC1=C(C=CC=C1)[C@@H](C(=O)OC)N1CC2=C(CC1)SC(=C2)OC(\C(=C/C)\C)=O